CN1C(=NN=C1)C1[C@H]2CNC[C@@H]12 (1R,5S)-6-(4-methyl-1,2,4-triazol-3-yl)-3-azabicyclo[3.1.0]hexane